(R)-5-chloro-2-(4,4-difluoro-3-methylpiperidin-1-yl)pyrimidin-4-ol ClC=1C(=NC(=NC1)N1C[C@H](C(CC1)(F)F)C)O